CN(C)C1=C(C2=CC=CC=C2C=C1)S(=O)(=O)N dimethylaminonaphthalenesulfonamide